ClC=1C(=C(OC=2C3=C(N=CN2)C=CC(=N3)N3CC2(CCN2C(C=C)=O)C3)C=CC1Cl)F 1-[6-[4-(3,4-dichloro-2-fluoro-phenoxy)pyrido[3,2-d]pyrimidin-6-yl]-1,6-diazaspiro[3.3]heptan-1-yl]prop-2-en-1-one